D-lysine sulfate S(=O)(=O)(O)O.N[C@H](CCCCN)C(=O)O